N-ethyl-1-(oxetan-3-yl)piperidin-4-amine C(C)NC1CCN(CC1)C1COC1